CCCCC/C=C\\C/C=C\\C=C\\C(=O)C/C=C\\CCCC(=O)O The molecule is an oxoicosatetraenoic acid in which the oxo group is located at position 8 and the four double bonds at position 5, 9, 11 and 14 (the 5Z,9E,11Z,14Z-geoisomer). It derives from an icosa-5,9,11,14-tetraenoic acid. It is a conjugate acid of an 8-oxo-ETE(1-).